3-ethyl-2-(3-((2-methoxy-4-(methylsulfonyl)phenyl)amino)prop-1-yn-1-yl)-1-oxidobenzo[b]thiophen C(C)C=1C2=C(S(C1C#CCNC1=C(C=C(C=C1)S(=O)(=O)C)OC)=O)C=CC=C2